N-(benzo[d]thiazol-5-yl)-3-fluoro-1-(pyridin-3-ylsulfonyl)piperidine-4-carboxamide S1C=NC2=C1C=CC(=C2)NC(=O)C2C(CN(CC2)S(=O)(=O)C=2C=NC=CC2)F